amino-2-oxopropan-yl-amide N[N-]CC(C)=O